(S)-8-(2-amino-6-((R)-2,2,2-trifluoro-1-(3-(3-methyl-1H-pyrazol-1-yl)-3',5'-bis(trifluoromethyl)-[1,1'-biphenyl]-4-yl)ethoxy)pyrimidin-4-yl)-2,8-diazaspiro[4.5]decane-3-carboxylic acid NC1=NC(=CC(=N1)N1CCC2(C[C@H](NC2)C(=O)O)CC1)O[C@@H](C(F)(F)F)C1=C(C=C(C=C1)C1=CC(=CC(=C1)C(F)(F)F)C(F)(F)F)N1N=C(C=C1)C